trans-2-Hexenedioate C(\C=C\CCC(=O)[O-])(=O)[O-]